FC1=CC2=C(N=C(O2)C2=CN=C(C=C2C(=O)O)N2C3=C(OCCC2)C=CC(=C3)OC)C=C1 5-(6-fluorobenzo[d]oxazol-2-yl)-2-(7-methoxy-3,4-dihydro-benzo[b][1,4]oxazepine-5(2H)-yl)isonicotinic acid